FC(C1=NN=C(O1)C1=CC(=C(C=C1)CN1N=C(N=N1)C1=CC2=C(N(C(=N2)N)C)C=C1)F)F 5-[2-[[4-[5-(Difluoromethyl)-1,3,4-oxadiazol-2-yl]-2-fluorophenyl]methyl]tetrazol-5-yl]-1-methylbenzimidazol-2-amine